3-((oxetan-2-yl)methyl)-3H-imidazo[4,5-b]pyridine-5-carboxylic acid methyl ester COC(=O)C1=CC=C2C(=N1)N(C=N2)CC2OCC2